N2-isopropyl-6-(6-methoxypyridin-2-yl)-N4-(3-(methylsulfonyl)phenyl)-1,3,5-triazine-2,4-diamine C(C)(C)NC1=NC(=NC(=N1)NC1=CC(=CC=C1)S(=O)(=O)C)C1=NC(=CC=C1)OC